1,3-diisopropylimidazolium chloride [Cl-].C(C)(C)N1C=[N+](C=C1)C(C)C